FC1=CC=C(C=C1)C1(CCCC1)C(=O)O 1-(4-fluorophenyl)cyclopentane-1-carboxylic acid